COC(N[C@H](C(=O)NC=1C(N(C=CC1)CC1=CC2=NC=CC(=C2N1)CC(C)C)=O)CC\C=C\C(=O)N(C)C)=O Methyl-(S,E)-(7-(dimethylamino)-1-((1-((7-isobutyl-1H-pyrrolo[3,2-b]pyridin-2-yl)methyl)-2-oxo-1,2-dihydropyridin-3-yl)amino)-1,7-dioxohept-5-en-2-yl)carbamat